ClC=1C=C(C=CC1)NC(=O)NC1=C(C(=CC=C1)F)C 1-(3-chlorophenyl)-3-(3-fluoro-2-methylphenyl)-urea